ClC=1C=C(NC2(CCC3(C(CC4=CC=CC=C34)C[C@H](COC3=CC=NC=4CCC[C@@H](C34)OC)C)CC2)C(=O)O)C=CC1 4-(3-Chloroanilino)-2'-[(2R)-3-{[(5S)-5-methoxy-5,6,7,8-tetrahydroquinolin-4-yl]oxy}-2-methylpropyl]-2',3'-dihydrospiro[cyclohexane-1,1'-indene]-4-carboxylic acid